N1=CC=CC=CC=CC=CC=CC=CC=CC=CC=CC=CC=CC=CC=CC=CC=CC=C1 azacyclotetratriacontin